5-fluoro-4-(6-(3-oxomorpholino)pyridin-2-yl)pyrimidin FC=1C(=NC=NC1)C1=NC(=CC=C1)N1C(COCC1)=O